3-[5-(4-Chloro-3-fluorophenyl)-1,3-oxazol-4-yl]-7-cyclopropyl-2H,3H,7H-pyrrolo[2,3-d]pyrimidin-2-one ClC1=C(C=C(C=C1)C1=C(N=CO1)N1C(N=C2C(=C1)C=CN2C2CC2)=O)F